FC(C(C(F)(F)F)OC(=O)N1CCC2(CCN(C2)CC2=CC(=C(C=C2)N2CCCC2)C(F)(F)F)CC1)(F)F.C(C)(C)OC(C1=CC=C(C=C1)C1=CC=CC=C1)OC(C)C 4'-bis(isopropoxy)methylbiphenyl 1,1,1,3,3,3-Hexafluoropropan-2-yl-2-(4-(pyrrolidin-1-yl)-3-(trifluoromethyl)benzyl)-2,8-diazaspiro[4.5]decane-8-carboxylate